C(C)(C)C1=C(C=CC=C1C)C1=CC=2N=CN=CC2C=N1 7-(2-isopropyl-3-methylphenyl)pyrido[4,3-d]pyrimidine